C(C)(C)(C)OC(=O)NC1CCC(CC1)CN1CCN(CC1)C=1SC2=C(C(C1)=O)C=C(C=C2[N+](=O)[O-])C(F)(F)F 2-(4-(4-tert-Butoxycarbonylaminocyclohexylmethyl)piperazin-1-yl)-6-(trifluoromethyl)-8-nitro-benzothiopyran-4-one